C(C)(C)(C)OC(=O)N[C@H](C(=O)O)C1CCC(CC1)C(F)(F)F (2S)-2-(tert-butoxycarbonylamino)-2-[4-(trifluoromethyl)cyclohexyl]acetic acid